NCC1(OC2=C(C1)C=C(C=C2[C@@H](C)NC2=NC=1N(C=C2)N=CC1C(=O)O)F)CO 5-(((1R)-1-(2-(aminomethyl)-5-fluoro-2-(hydroxymethyl)-2,3-dihydrobenzofuran-7-yl)ethyl)amino)pyrazolo[1,5-a]pyrimidine-3-carboxylic acid